4-(benzo[d]oxazol-2(3H)-on-5-yl)-N2-[2-(8-methyl-8-aza-bicyclo[3.2.1]oct-3-yl)aminopyridin-5-yl]-5-methylpyrimidine-2,4-diamine O1C(NC2=C1C=CC(=C2)C2(NC(=NC=C2C)NC=2C=CC(=NC2)NC2CC1CCC(C2)N1C)N)=O